((oxybis(4,1-phenylene))bis(oxy))diphthalic acid O(C1=CC=C(C=C1)OC1=C(C(C(=O)O)=CC=C1)C(=O)O)C1=CC=C(C=C1)OC1=C(C(C(=O)O)=CC=C1)C(=O)O